(5R)-6-[3,5-difluoro-4-(morpholin-4-yl)phenyl]-5-methyl-4,5-dihydropyridazin-3(2H)-one FC=1C=C(C=C(C1N1CCOCC1)F)C=1[C@@H](CC(NN1)=O)C